N-((1R)-3-Cyano-3-azabicyclo[3.2.0]heptan-1-yl)-5-(3-(4-fluorophenoxy)pyridin-4-yl)thiazol-2-carboxamid C(#N)N1C[C@]2(CCC2C1)NC(=O)C=1SC(=CN1)C1=C(C=NC=C1)OC1=CC=C(C=C1)F